7-(1H-indazol-5-yl)-1-iodo-8,9,10,11-tetrahydro-3H-pyrazolo[4,3-a]phenanthridine N1N=CC2=CC(=CC=C12)C1=NC2=CC=C3C(=C2C=2CCCCC12)C(=NN3)I